CN1C(N(C2=C1C=C(C=C2)C2CNCC2)C2C(NC(CC2)=O)=O)=O 3-[3-methyl-2-oxo-5-(pyrrolidin-3-yl)-1,3-benzodiazol-1-yl]piperidine-2,6-dione